8-(1-Bromoethyl)-2-(4,4-dimethyl-1-piperidyl)-6-methyl-chromen-4-one BrC(C)C=1C=C(C=C2C(C=C(OC12)N1CCC(CC1)(C)C)=O)C